3-((tert-butyldimethylsilyl)oxy)-2,2-bis(((tert-butyldimethylsilyl)oxy)methyl)propan-1-amine [Si](C)(C)(C(C)(C)C)OCC(CN)(CO[Si](C)(C)C(C)(C)C)CO[Si](C)(C)C(C)(C)C